3-bromopropyl-carbamic acid benzyl ester C(C1=CC=CC=C1)OC(NCCCBr)=O